COC=1C(=NC(=NC1)C)NC1=NNC2=CC(=CC=C12)[C@@H]1C[C@@]12C(N(C1=CC=CC=C21)C)=O (1R,2S)-2-{3-[(5-methoxy-2-methylpyrimidin-4-yl)amino]-1H-indazol-6-yl}-1'-methylspiro[cyclopropane-1,3'-indol]-2'(1'H)-one